C1CC1 (E)-cyclopropane